5-methyl-4'-oxo-1'-(tetrahydro-2H-pyran-4-ylmethyl)-1',4'-dihydro-2,3'-bipyridine CC=1C=CC(=NC1)C1=CN(C=CC1=O)CC1CCOCC1